CNCC1=NC(=CN=C1)Cl methyl-(6-Chloropyrazin-2-yl)methylamine